(14S)-4-chloroaminobiphenyl ClNC1=CC=C(C=C1)C1=CC=CC=C1